C[C@@H]1NC2=CC=CC=C2[C@@H]([C@H]1C)NC(OCC1=CC=CC=C1)=O |r| rac-benzyl ((2S,3S,4R)-2,3-dimethyl-1,2,3,4-tetrahydroquinolin-4-yl)carbamate